fluoro-borono-L-phenylalanine FN([C@@H](CC1=CC=CC=C1)C(=O)O)B(O)O